N(=[N+]=[N-])[C@H]1CC(C[C@H](C1)N=[N+]=[N-])O |r| rac-(1s,3R,5S)-3,5-diazidocyclohexan-1-ol